methyl 2-(2-chloro-4-((2-chloro-7,8-dihydro-6H-thiopyrano[3,2-d]pyrimidin-4-yl)amino)phenyl)acetate ClC1=C(C=CC(=C1)NC=1C2=C(N=C(N1)Cl)CCCS2)CC(=O)OC